ClC1=NC=C(C(=C1)N1CC(C1)CC(=O)N1CC2=C3CCCC3=NC(=C2C1)C)OC 2-[1-(2-Chloro-5-methoxy-pyridin-4-yl)-azetidin-3-yl]-1-(4-methyl-3,6,7,8-tetrahydro-1H-2,5-diaza-as-indacen-2-yl)-ethanone